C1(CC1)C=1C=C(C#N)C=C(C1)C1=NNC2=CC=C(C=C12)O[C@H](C)C1=C(C=NC=C1Cl)Cl (R)-3-cyclopropyl-5-(5-(1-(3,5-dichloro-pyridin-4-yl)ethoxy)-1H-indazol-3-yl)benzonitrile